S(C)(=O)(=O)O.S(C)(=O)(=O)O.NC1CCN(CC1)C1=C(C=NC2=CC=C(C=C12)C=1C(=C(C#N)C=CC1)O)C1=CC(=CC(=C1)F)F 3-[4-(4-amino-piperidin-1-yl)-3-(3,5-difluoro-phenyl)-quinolin-6-yl]-2-hydroxy-benzonitrile dimesylate